1-methyl-5-(1-methylvinyl)cyclohexene CC1=CCCC(C1)C(=C)C